C(C1=CC=CC=C1)NC1=NC(=NN2C1=CC=C2)N2C(=CC1=C(C=CC=C21)CNS(NC)(=O)=O)C N-benzyl-2-(2-methyl-4-{[(methylsulfamoyl)amino]methyl}-1H-indol-1-yl)pyrrolo[2,1-f][1,2,4]triazin-4-amine